dicyclohexylphosphonium bromide [Br-].C1(CCCCC1)[PH2+]C1CCCCC1